C(C)(C)(C)P(C(C)(C)C)C(C)(C)C trit-butyl-phosphine